C1(C(C(C(C(C1O)O)O)O)O)O (1r,2r,3r,4r,5r,6r)-Cyclohexane-1,2,3,4,5,6-hexol